CC(C)NCC(COC1=CC=C(C=C1)CC(=O)N)O The molecule is an ethanolamine compound having a (4-carbamoylmethylphenoxy)methyl group at the 1-position and an N-isopropyl substituent. It has a role as a beta-adrenergic antagonist, an anti-arrhythmia drug, an antihypertensive agent, a sympatholytic agent, a xenobiotic and an environmental contaminant. It is a member of ethanolamines, a monocarboxylic acid amide and a propanolamine.